6-(trifluoromethyl)-5,6,7,8-tetrahydroquinoline FC(C1CC=2C=CC=NC2CC1)(F)F